N1C(=NC2=C1C=CC=C2)C2=CC(=NN2)NC(=O)C=2C=NC(=CC2)N2CCC(CC2)O N-[5-(1H-benzimidazol-2-yl)-1H-pyrazol-3-yl]-6-(4-hydroxy-1-piperidyl)pyridine-3-carboxamide